1,2-bis(2-((2-(((1H-benzo[d]imidazol-2-yl)thio)methyl)-3-methylpyridin-4-yl)oxy)ethoxy)ethane N1C(=NC2=C1C=CC=C2)SCC2=NC=CC(=C2C)OCCOCCOCCOC2=C(C(=NC=C2)CSC2=NC1=C(N2)C=CC=C1)C